FC1=CC=2N(C=C1)C(=CN2)C2=C1CNC(C1=C(C=C2)NC2=NC=C(C=C2)N2CCC(CC2)(COC)O)=O 4-(7-fluoroimidazo[1,2-a]pyridin-3-yl)-7-((5-(4-hydroxy-4-(methoxymeth-yl)piperidin-1-yl)pyridin-2-yl)amino)isoindolin-1-one